N-methyl-4-thiazolesulfonamide CNS(=O)(=O)C=1N=CSC1